N1C(CC2=CC(O)=C(O)C=C2)O1 epoxydopamine